C1(=CC=CC=C1)C1=C(C(=NN=N1)C1=C2C(=C(C(=C1CCCC)CCCC)C1=CC=CC=C1)N=C1C=CC3=C4C=CC=CC4=NC3=C12)C1=CC=CC=C1 di(phenyl)[(phenyl)di(butyl)indolocarbazolyl]triazine